methyl 2-(6,6-dimethyl-1-{[2-(trimethylsilyl) ethoxy] methyl}-4,5,6,7-tetrahydro-1H-indazol-3-yl)-1-{[2-(trimethylsilyl) ethoxy] methyl}-1H-indole-6-carboxylate CC1(CCC=2C(=NN(C2C1)COCC[Si](C)(C)C)C=1N(C2=CC(=CC=C2C1)C(=O)OC)COCC[Si](C)(C)C)C